tert-butyl (2S,4S)-4-([6-[6-methoxy-5-(pyrazol-1-yl)pyridin-2-yl]pyridazin-3-yl](methyl)amino)-2-methylpiperidine-1-carboxylate COC1=C(C=CC(=N1)C1=CC=C(N=N1)N([C@@H]1C[C@@H](N(CC1)C(=O)OC(C)(C)C)C)C)N1N=CC=C1